4-(4-oxobutoxy)phthalic acid 1,2-dimethyl ester COC(C=1C(C(=O)OC)=CC(=CC1)OCCCC=O)=O